((3R,14aS)-11-Chloro-9-fluoro-3-methyl-1,3,4,13,14,14a-hexahydro-2H-pyrazino[1',2':5,6][1,5]oxazocino[4,3,2-de]quinazolin-10-yl)-3-fluorophenol ClC1=C2C3=C(N=CN=C3C(=C1C1=C(C=CC=C1F)O)F)N1[C@@H](CCO2)CN[C@@H](C1)C